C(=O)C=1C=CC(N(C1)CC#N)=O 2-(5-formyl-2-oxo-1,2-dihydropyridin-1-yl)acetonitrile